1-octylnonyl 8-[2-[[5-[2-[bis[8-(1-octylnonoxy)-8-oxo-octyl]amino]ethylamino]-5-oxo-pentanoyl]amino]ethyl-[8-(1-octylnonoxy)-8-oxo-octyl]amino]octanoate C(CCCCCCC)C(CCCCCCCC)OC(CCCCCCCN(CCNC(CCCC(=O)NCCN(CCCCCCCC(=O)OC(CCCCCCCC)CCCCCCCC)CCCCCCCC(=O)OC(CCCCCCCC)CCCCCCCC)=O)CCCCCCCC(OC(CCCCCCCC)CCCCCCCC)=O)=O